COC1=C(C(=CC=C1)OC)N1C(=NC=2C1=NC(=CN2)C(=O)OC)C2=NC(=CC=C2)OCC Methyl 1-(2,6-dimethoxyphenyl)-2-(6-ethoxypyridin-2-yl)-1H-imidazo[4,5-b]pyrazine-6-carboxylate